1-(5-(1-cyclopropyl-5,6-difluoro-1H-benzo[d]imidazol-2-yl)pyridazin-3-yl)ethan-1-one C1(CC1)N1C(=NC2=C1C=C(C(=C2)F)F)C=2C=C(N=NC2)C(C)=O